1-(5-fluoropyridin-2-yl)-N-[4-[(7-methoxy-1,5-naphthyridin-4-yl)oxy]phenyl]-6-methyl-2-oxopyridine-3-carboxamide FC=1C=CC(=NC1)N1C(C(=CC=C1C)C(=O)NC1=CC=C(C=C1)OC1=CC=NC2=CC(=CN=C12)OC)=O